1-docosanoyl-2-(9Z-pentadecenoyl)-glycero-3-phosphoserine CCCCCCCCCCCCCCCCCCCCCC(=O)OC[C@H](COP(=O)(O)OC[C@@H](C(=O)O)N)OC(=O)CCCCCCC/C=C\CCCCC